2-amino-4-(6-(bis(4-methoxybenzyl)amino)-4-methyl-3-(trifluoromethyl)pyridin-2-yl)-5-chloro-3-fluorobenzoic acid methyl ester COC(C1=C(C(=C(C(=C1)Cl)C1=NC(=CC(=C1C(F)(F)F)C)N(CC1=CC=C(C=C1)OC)CC1=CC=C(C=C1)OC)F)N)=O